BrC1=CC=C(C=C1)[C@@H](C1=CC=C(C(=O)N)C=C1)OC1=CC=C2C(CCOC2=C1C)=O (R,S)-4-((4-Bromophenyl)((8-methyl-4-oxochroman-7-yl)oxy)methyl)benzamide